FC1=C(C(=C(C(=C1F)F)F)F)[B-](C1=C(C(=C(C(=C1F)F)F)F)F)(C1=C(C(=C(C(=C1F)F)F)F)F)C1=C(C(=C(C(=C1F)F)F)F)F.C[NH+](C1=CC=C(C=C1)CCCCCCCCCCCC)CCCCCCCCCCCCCCCCCC N-methyl-4-dodecyl-N-octadecylanilinium [tetrakis(perfluorophenyl)borate]